N-(2-ethynylthiazol-4-yl)-4-(4-(1-oxo-1,2-dihydroisoquinolin-8-yl)phenyl)piperazine-1-carboxamide C(#C)C=1SC=C(N1)NC(=O)N1CCN(CC1)C1=CC=C(C=C1)C=1C=CC=C2C=CNC(C12)=O